C(C)(C)(C)OC1=CC=C(NC1)C1=NC(=NS1)NC1N=CC(=CC1N(C(C)=O)C)C(F)(F)F N-(2-((5-(5-(tert-butoxy)-1,6-dihydropyridin-2-yl)-1,2,4-thiadiazol-3-yl)amino)-5-(trifluoromethyl)-2,3-dihydropyridin-3-yl)-N-methylacetamide